C(#N)C(C(=O)[O-])CC1=CC=CC=C1 2-cyano-3-phenylpropanoate